5,6-dichloro-2-(4,4-difluoroazepan-1-yl)-4-methylnicotinamide ClC=1C(=NC(=C(C(=O)N)C1C)N1CCC(CCC1)(F)F)Cl